FC(N1C(=NC2=C1C=C(C(=C2F)C#C)F)C)F 1-(difluoromethyl)-5-ethynyl-4,6-difluoro-2-methyl-1,3-benzodiazole